ethyl 1-(bromodifluoromethyl)-5-iodo-1H-pyrazole-4-carboxylate BrC(N1N=CC(=C1I)C(=O)OCC)(F)F